C(C)(C)(C)OOC(C)(C)C1=C(C=CC=C1)C(C)(C)OOC(C)(C)C Di(tert-butylperoxyisopropyl)benzol